(S)-8-(1-(tert-butoxycarbonyl)pyrrolidin-2-yl)-6-(3-methyl-1H-pyrrolo[2,3-b]pyridine-5-yl)-3,4-dihydroisoquinoline C(C)(C)(C)OC(=O)N1[C@@H](CCC1)C=1C=C(C=C2CCN=CC12)C=1C=C2C(=NC1)NC=C2C